ClC1=CC=C(C=C1)C(C(F)(F)F)N(S(=O)(=O)C=1N=NC(=CC1)OC)C N-(1-(4-chlorophenyl)-2,2,2-trifluoroethyl)-6-methoxy-N-methylpyridazine-3-sulfonamide